3-(4-(((R)-7-fluoro-4-(6-(((R)-tetrahydrofuran-3-yl)oxy)pyridine-3-yl)-2,3-dihydro-1H-inden-1-yl)oxy)phenyl)hex-4-ynoic acid tromethamine salt NC(CO)(CO)CO.FC=1C=CC(=C2CC[C@H](C12)OC1=CC=C(C=C1)C(CC(=O)O)C#CC)C=1C=NC(=CC1)O[C@H]1COCC1